4-(2-aminoethoxy)-benzoic acid NCCOC1=CC=C(C(=O)O)C=C1